ClC1=CC2=C(OCN(S2(=O)=O)C2=C(C=C(C(=O)OCC)C=C2)F)C=C1 ethyl 4-(7-chloro-1,1-dioxo-3,4-dihydro-2H-benzo[b][1,4,5]oxathiazin-2-yl)-3-fluorobenzoate